Fmoc-27-amino-4,7,10,13,16,19,22,25-octaoxaheptacosanoic acid C(=O)(OCC1C2=CC=CC=C2C2=CC=CC=C12)C(C(=O)O)COCCOCCOCCOCCOCCOCCOCCOCCN